C(C)(=O)NC1=C(C(=O)OC)C=C(C=C1)OCC1=CC=C(C=C1)C(F)(F)F Methyl 2-acetamido-5-((4-(trifluoromethyl)benzyl)oxy)benzoate